3-(5-(1-(4-methylbenzyl)piperidin-4-yl)-1-oxoisoindolin-2-yl)piperidine-2,6-dione CC1=CC=C(CN2CCC(CC2)C=2C=C3CN(C(C3=CC2)=O)C2C(NC(CC2)=O)=O)C=C1